(2S,4R)-4-(benzyloxy)-N-phenyl-1-(2-((S)-1-phenylethylamino)pyrimidine-4-carbonyl)pyrrolidine-2-carboxamide C(C1=CC=CC=C1)O[C@@H]1C[C@H](N(C1)C(=O)C1=NC(=NC=C1)N[C@@H](C)C1=CC=CC=C1)C(=O)NC1=CC=CC=C1